1-(tert-butyl)-3-isopropyl-1H-pyrazole C(C)(C)(C)N1N=C(C=C1)C(C)C